C[C@@H]1CC[C@H](N1)C#CC=1C=NC=CC1C1=CC=2C(NCCC2N1)=O 2-(3-{2-[(2S,5R)-5-methylpyrrolidin-2-yl]ethynyl}pyridin-4-yl)-1H,5H,6H,7H-pyrrolo[3,2-c]pyridin-4-one